BrC1=CC(=NC=C1)NC1=NN(C=C1)C 4-bromo-N-(1-methylpyrazol-3-yl)pyridin-2-amine